ethyl (4-toluoyl) sulfide C1(=CC=C(C=C1)C(=O)SCC)C